3-(dimethylamino)-1-(pyridin-4-yl)-2-propen-1-one CN(C=CC(=O)C1=CC=NC=C1)C